ClC=1C=C(C=C(C1)OC)C=1SC=C(N1)COCC(CCCCN1C[C@@H]([C@H]([C@@H]([C@H](C1)O)O)O)O)F (3S,4R,5R,6S)-1-(6-{[2-(3-chloro-5-methoxyphenyl)-1,3-thiazol-4-yl]methoxy}-5-fluorohexyl)-3,4,5,6-azepanetetrol